1-(tert-butoxycarbonyl)pyrrolidin-3-yl 7-fluoroindoline-1-carboxylate FC=1C=CC=C2CCN(C12)C(=O)OC1CN(CC1)C(=O)OC(C)(C)C